C(C)(C)(C)OC(NC1CN(CC1COC)C1=NC=2CC[C@@H](CC2C=C1)N)=O N-[1-[(6S)-6-amino-5,6,7,8-tetrahydroquinolin-2-yl]-4-(methoxymethyl)pyrrolidin-3-yl]carbamic acid tert-butyl ester